COC1=C(C=NC=C1)C1=CC2=C(C(=N1)C)C=NN2C2=CC(=CC(=N2)C(CN(C)C)N)N2[C@@H]([C@H](C2)CS(=O)(=O)C)C 1-(6-(6-(4-methoxypyridin-3-yl)-4-methyl-1H-pyrazolo[4,3-c]pyridin-1-yl)-4-((2R,3S)-2-methyl-3-((methylsulfonyl)methyl)azetidin-1-yl)pyridin-2-yl)-N2,N2-dimethylethane-1,2-diamine